5-Hydroxy-6-((3-(2-fluoroethyl)-4-(4-((4-(morpholinomethyl)phenyl)ethynyl)phenyl)-2-oxoimidazoline-1-yl)methyl)pyrimidin-4(3H)-one OC=1C(NC=NC1CN1C(N(C(C1)C1=CC=C(C=C1)C#CC1=CC=C(C=C1)CN1CCOCC1)CCF)=O)=O